dihydropyrrolo[1,2-a]pyrazin C1C=2N(C=CN1)C=CC2